(2E)-3-(1-methyl-1H-pyrazol-4-yl)prop-2-enal CN1N=CC(=C1)/C=C/C=O